9-chloro-7-methoxy-1,2,3,4-tetrahydroacridine ClC=1C2=CC(=CC=C2N=C2CCCCC12)OC